C(C1=CC=CC=C1)N=C1C2=CC=CC=C2C=2C=CC=CC12 N-benzyl-9H-fluorene-9-imine